1H-s-Triazole N1N=CN=C1